(R)-1-(2-chloropyridin-3-yl)ethyl (1-methyl-4-(5-((1R,5S,6r)-3-(2,2,2-trifluoroethyl)-3-azabicyclo[3.1.0]hexane-6-carboxamido)pyridin-2-yl)-1H-1,2,3-triazol-5-yl)carbamate CN1N=NC(=C1NC(O[C@H](C)C=1C(=NC=CC1)Cl)=O)C1=NC=C(C=C1)NC(=O)C1[C@H]2CN(C[C@@H]12)CC(F)(F)F